5-{2-amino-[1,2,4]triazolo[1,5-a]pyridin-7-yl}-2-methoxy-N-{[2-(propane-2-sulfonyl)phenyl]methyl}pyridine-3-carboxamide NC1=NN2C(C=C(C=C2)C=2C=C(C(=NC2)OC)C(=O)NCC2=C(C=CC=C2)S(=O)(=O)C(C)C)=N1